N-(8-(ethylamino)-5-ethynyl-2,7-naphthyridin-3-yl)cyclopropanecarboxamide C(C)NC=1N=CC(=C2C=C(N=CC12)NC(=O)C1CC1)C#C